2-[6-(5-fluoro-3-pyridinyl)-2,6-diazaspiro[3.3]heptane-2-carbonyl]-7-oxa-2,5-diazaspiro[3.4]octan-6-one FC=1C=C(C=NC1)N1CC2(CN(C2)C(=O)N2CC3(C2)NC(OC3)=O)C1